[3-(aminomethyl)-2-bicyclo[2.2.1]heptanyl]methanamine NCC1C(C2CCC1C2)CN